(E)-3-(1,3-benzodioxol-5-yl)-N-phenyl-N-(tetrahydro-3-furanyl)-2-propenamide O1COC2=C1C=CC(=C2)/C=C/C(=O)N(C2COCC2)C2=CC=CC=C2